8-((2S,5s)-4-(bis(4-fluorophenyl)methyl)-5-(methoxymethyl)-2-methylpiperazin-1-yl)-5-methyl-6-oxo-5,6-dihydro-1,5-naphthyridine-2-carbonitrile FC1=CC=C(C=C1)C(N1C[C@@H](N(C[C@H]1COC)C1=CC(N(C=2C=CC(=NC12)C#N)C)=O)C)C1=CC=C(C=C1)F